calcium (R)-3-hydroxybutanoate O[C@@H](CC(=O)[O-])C.[Ca+2].O[C@@H](CC(=O)[O-])C